N-[3-Chloro-4-[[1-[2-(dimethylamino)acetyl]-4-piperidyl]carbamoyl]phenyl]-5-(2,3-difluoro-4-methoxyphenyl)-1-methylimidazol-2-carboxamid ClC=1C=C(C=CC1C(NC1CCN(CC1)C(CN(C)C)=O)=O)NC(=O)C=1N(C(=CN1)C1=C(C(=C(C=C1)OC)F)F)C